4-(5-chlorooxazolo[4,5-b]pyridin-2-yl)piperazin ClC1=CC=C2C(=N1)N=C(O2)N2CCNCC2